C(C1=CC=CC=C1)OCC(=O)NC=1N=C2N(N=C(C=C2)C=2C=NC(=C(C(=O)NCC3=C(C=CC(=C3)OC(F)(F)F)F)C2)C)C1 5-(2-(2-(benzyloxy)acetylamino)imidazo[1,2-b]pyridazin-6-yl)-N-(2-fluoro-5-(trifluoromethoxy)benzyl)-2-methylnicotinamide